C1(=CC=CC=C1)C(=[Hf](C1C2=CC=CC=C2C=2C=CC=CC12)C1C=CC=C1)C1=CC=CC=C1 diphenyl-methylene(cyclopentadienyl)(9-fluorenyl)hafnium